CC1=NC=C(C(=O)NCCN2CCOCC2)C=C1NC1=NN(C=2C=3N(N=CC21)C=C(C3)C=3C=NN(C3)C)C 6-methyl-5-((1-methyl-8-(1-methyl-1H-pyrazol-4-yl)-1H-pyrazolo[3,4-d]pyrrolo[1,2-b]pyridazin-3-yl)amino)-N-(2-morpholinoethyl)nicotinamide